6-[4-[(R)-(4-fluorophenyl)-phenylmethyl]piperidine-1-carbonyl]-4H-1,4-benzoxazin-3-one FC1=CC=C(C=C1)[C@H](C1CCN(CC1)C(=O)C=1C=CC2=C(NC(CO2)=O)C1)C1=CC=CC=C1